4-fluoro-7-(methylsulfonyl)-2,3-dihydro-spiro[indene-1,2'-[1,3]dioxolane] FC1=C2CCC3(OCCO3)C2=C(C=C1)S(=O)(=O)C